[O-]S(=O)(=O)C(F)(F)F.CC1=C(C(=C(C1([Ru+])C)C)C)C pentamethylcyclopentadienyl-ruthenium (II) triflate